N-((S)-1-methoxypropan-2-yl)-8-(4-(trifluoromethyl)cyclohex-1-en-1-yl)quinoline-3-carboxamide COC[C@H](C)NC(=O)C=1C=NC2=C(C=CC=C2C1)C1=CCC(CC1)C(F)(F)F